9-([1,1':4',1''-terphenyl]-4-yl)-9'-(naphthalene-2-yl)-9H,9'H-3,3'-bicarbazole C1(=CC=C(C=C1)N1C2=CC=CC=C2C=2C=C(C=CC12)C=1C=CC=2N(C3=CC=CC=C3C2C1)C1=CC2=CC=CC=C2C=C1)C1=CC=C(C=C1)C1=CC=CC=C1